2-(perfluoroheptyl)ethylamine FC(C(C(C(C(C(C(F)(F)F)(F)F)(F)F)(F)F)(F)F)(F)F)(CCN)F